C(C1=CC=CC=C1)O[C@@H](COC1=C(C=C(OC1=O)C(=O)OC)C1=C(C=CC=C1OC)OC)C methyl 5-[(2R)-2-(benzyloxy)propoxy]-4-(2,6-dimethoxyphenyl)-6-oxopyran-2-carboxylate